3-bromo-N-methyl-1,6-naphthyridin-7-amine BrC=1C=NC2=CC(=NC=C2C1)NC